1-[(3S)-3-[4-[3-Chloro-2-fluoro-4-(tetrahydrofuran-2-ylmethoxy)anilino]pyrido[3,2-d]pyrimidin-6-yl]oxypyrrolidin-1-yl]prop-2-en-1-one ClC=1C(=C(NC=2C3=C(N=CN2)C=CC(=N3)O[C@@H]3CN(CC3)C(C=C)=O)C=CC1OCC1OCCC1)F